2-((2,4-dichlorophenyl)sulphonamido)-N-(3-(trifluoromethyl)bicyclo[1.1.1]pentan-1-yl)benzamide ClC1=C(C=CC(=C1)Cl)S(=O)(=O)NC1=C(C(=O)NC23CC(C2)(C3)C(F)(F)F)C=CC=C1